[Cl-].C(CCCCCC)[NH3+] normal heptyl-ammonium chloride